5-hexyl-2-(4-hexyl-2-sulfophenoxy)benzenesulfonic acid C(CCCCC)C=1C=CC(=C(C1)S(=O)(=O)O)OC1=C(C=C(C=C1)CCCCCC)S(=O)(=O)O